8-(4-fluoropiperidin-1-yl)-6-[(1R)-1-methoxyethyl]-N-(6-piperazin-1-ylpyridazin-3-yl)pyrido[3,4-d]pyrimidin-2-amine FC1CCN(CC1)C1=NC(=CC2=C1N=C(N=C2)NC=2N=NC(=CC2)N2CCNCC2)[C@@H](C)OC